2-[5-chloro-2-[(R)-hydroxy-[(3aR,6R,6aR)-2,2-dimethyl-4-[(7S)-4-chloropyrrolo[2,3-d]pyrimidin-7-yl]-3a,4,6,6a-tetrahydrofuro[3,4-d][1,3]dioxol-6-yl]methyl]phenyl]-2-fluoro-ethanol ClC=1C=CC(=C(C1)C(CO)F)[C@H]([C@H]1OC([C@H]2[C@@H]1OC(O2)(C)C)N2C=CC1=C2N=CN=C1Cl)O